FC=1C=C(C=CC1S(=O)(=O)C)C1=NC2=C(N1C)C=C(C=C2C)C2CCN(CC2)C2CCN(CC2)C(C)C 2-(3-fluoro-4-(methylsulfonyl)phenyl)-6-(1'-isopropyl-[1,4'-bipiperidin]-4-yl)-1,4-dimethyl-1H-benzo[d]imidazole